ClC1=C2NC=NC2=NC(=N1)F 6-chloro-2-fluoropurine